(1R,4R)-4-((4-((R)-3-(3-(Trifluoromethyl)phenoxy)pyrrolidin-1-yl)tetrahydro-2H-pyran-4-carboxamido)methyl)cyclohexane-1-carboxylic acid, hydrochloride Cl.FC(C=1C=C(O[C@H]2CN(CC2)C2(CCOCC2)C(=O)NCC2CCC(CC2)C(=O)O)C=CC1)(F)F